3,10-dihydroxy-4,9-perylenequinone OC=1C=CC=2C=3C=CC(=C4C(C=CC(=C5C=CC(C1C52)=O)C43)=O)O